C(C(C)C)B1OC(CN(CC(O1)=O)C)=O 2-isobutyl-6-methyl-1,3,6,2-dioxazaborocane-4,8-dione